6-[6-(3-cyclopropyl-1,2,4-triazol-1-yl)-2-azaspiro[3.3]heptane-2-carbonyl]-N-[1-(trifluoromethyl)cyclopropyl]-2,6-diazaspiro[3.3]heptane-2-sulfonamide C1(CC1)C1=NN(C=N1)C1CC2(CN(C2)C(=O)N2CC3(CN(C3)S(=O)(=O)NC3(CC3)C(F)(F)F)C2)C1